CC1=C(C=CC=C1N)N 2-methyl-1,3-diamino-benzene